methyl 3-(2-amino-[1,2,4]triazolo[1,5-a]pyridin-7-yl)-2,4-difluorobenzoate NC1=NN2C(C=C(C=C2)C=2C(=C(C(=O)OC)C=CC2F)F)=N1